3-(5-tert-butyl-1,3,4-oxadiazol-2-yl)-2,6-dimethyl-4-(4,4,4-trifluoro-3-hydroxy-3-phenyl-but-1-ynyl)-1H-pyrrolo[2,3-c]pyridin-7-one C(C)(C)(C)C1=NN=C(O1)C1=C(NC=2C(N(C=C(C21)C#CC(C(F)(F)F)(C2=CC=CC=C2)O)C)=O)C